2-(3-(4-(1H-pyrrolo[2,3-b]pyridin-4-yl)-1H-pyrazol-1-yl)-1-(methylsulfonyl)azetidin-3-yl)-N-methylacetamide N1C=CC=2C1=NC=CC2C=2C=NN(C2)C2(CN(C2)S(=O)(=O)C)CC(=O)NC